OC1=NC=CC(=C1)CO hydroxy-4-hydroxymethyl-pyridine